O=C1N(C=CC(N1)=O)CC=1N=NN(C1)CC1=CC=C(OCCNC(OC(C)(C)C)=O)C=C1 tert-butyl (2-(4-((4-((2,4-dioxo-3,4-dihydropyrimidin-1(2H)-yl)methyl)-1H-1,2,3-triazol-1-yl)methyl)phenoxy)ethyl)carbamate